COC=1C=CC2=C(CN(CCO2)N=O)C1 7-methoxy-4-nitroso-2,3,4,5-tetrahydrobenzo[1,4]oxazepine